BrC1=CC=C(C=C1)C(\C=C\SC1=CC=CC=C1)=O (E)-1-(4-bromophenyl)-3-(phenylsulfanyl)prop-2-en-1-one